C(C)N1CC[C@@H]([C@]12COCC2)C2=CC=1C(=NC=CC1NC=1C=CC3=C(N=CS3)C1)S2 N-(2-((4S,5R)-1-ethyl-7-oxa-1-azaspiro[4.4]nonan-4-yl)thieno[2,3-b]pyridin-4-yl)benzo[d]thiazol-5-amine